Cl.Cl.COC1=C(C=CC(=C1)N)N(C)C 2-methoxy-N1,N1-dimethylbenzene-1,4-diamine dihydrochloride